methyl 6-chloro-2-(2-oxopyrrolidin-1-yl)nicotinate ClC1=NC(=C(C(=O)OC)C=C1)N1C(CCC1)=O